tert-butyl 4-(((2s,4s)-2-(2-(2-acetamidoethoxy)-4-(methoxycarbonyl) phenyl)-4-ethoxypiperidin-1-yl) methyl)-5-methoxy-7-methyl-1H-indole-1-carboxylate C(C)(=O)NCCOC1=C(C=CC(=C1)C(=O)OC)[C@H]1N(CC[C@@H](C1)OCC)CC1=C2C=CN(C2=C(C=C1OC)C)C(=O)OC(C)(C)C